dibutyloxytitanium C(CCC)O[Ti]OCCCC